6-(7-(((3S,4S)-4-fluoro-3-hydroxy-1-piperidinyl)carbonyl)-2-quinoxalinyl)-2-methyl-1(2H)-isoquinolinone F[C@@H]1[C@H](CN(CC1)C(=O)C1=CC=C2N=CC(=NC2=C1)C=1C=C2C=CN(C(C2=CC1)=O)C)O